5-ethoxy-2-(tributylstannyl)pyrimidine C(C)OC=1C=NC(=NC1)[Sn](CCCC)(CCCC)CCCC